FC1(CC(C1)NC(=O)C1=CC=NC=2N1N=C(C2C(=O)N)C)F N7-(3,3-difluorocyclobutyl)-2-methyl-pyrazolo[1,5-a]pyrimidine-3,7-dicarboxamide